11-((2-((3-cyclohexylpropanoyl)oxy)octyl)thio)-6-((4-hydroxybutyl)(methyl)amino)-undecyl cyclopentadecanecarboxylate C1(CCCCCCCCCCCCCC1)C(=O)OCCCCCC(CCCCCSCC(CCCCCC)OC(CCC1CCCCC1)=O)N(C)CCCCO